O1[C@H](COC2=C1C=CC=C2)C2=CC=C(CN1CCC3(CCN(C3=O)C)CC1)C=C2 8-{4-[(2S)-2,3-dihydro-1,4-benzodioxin-2-yl]benzyl}-2-methyl-2,8-diazaspiro[4.5]decan-1-one